tris(2-carbonylethyl)phosphonium chloride salt [Cl-].C(=O)=CC[PH+](CC=C=O)CC=C=O